aminoglutaric acid C(CC(=O)O)[C@@H](C(=O)O)N